3-(2-{[(3S)-1-(6-aminohexyl)hexahydropyridine-3-yl]amino}-5-(trifluoromethyl)pyrimidin-4-yl)-1H-indole-6-carboxylic acid NCCCCCCN1C[C@H](CCC1)NC1=NC=C(C(=N1)C1=CNC2=CC(=CC=C12)C(=O)O)C(F)(F)F